C(C)OC(CCCCCCCC1C(C1)CCCCCCCCCCC(CCCCCCC)N(C)C)=O.C1(CC1)C=1C=C2C(=NC1)N=C(S2)NC(C2=CC=CC=C2)=O N-(6-cyclopropylthiazolo[4,5-b]pyridin-2-yl)benzamide ethyl-8-{2-[11-(dimethylamino)octadecyl]cyclopropyl}octanoate